3-[5-[4-(7-azaspiro[3.5]nonan-2-yloxy)-1-piperidyl]-1-oxo-isoindolin-2-yl]piperidine-2,6-dione C1C(CC12CCNCC2)OC2CCN(CC2)C=2C=C1CN(C(C1=CC2)=O)C2C(NC(CC2)=O)=O